1,2-Bis(methylimino)ethan CN=CC=NC